5-chloro-2-(cyclopropylamino)-N-((1r,4r)-4-((3-(2,3-difluorophenyl)-3-hydroxy-2-oxoindolin-1-yl)methyl)cyclohexyl)nicotinamide Palladium (0) Palladium (II) [Pd+2].[Pd].ClC=1C=NC(=C(C(=O)NC2CCC(CC2)CN2C(C(C3=CC=CC=C23)(O)C2=C(C(=CC=C2)F)F)=O)C1)NC1CC1